CC1(COC1)C1=NOC(=N1)/C=C/C(=O)OCC (E)-ethyl 3-(3-(3-methyloxetan-3-yl)-1,2,4-oxadiazol-5-yl)acrylate